C(C)(C)(C)OC(=O)N(C(CC(CO)C)=O)C(C(=O)OC)C1=CC=CC=C1 methyl [N-(tert-butoxycarbonyl)-4-hydroxy-3-methylbutanamido](phenyl)acetate